tert-butyl ((1r,4r)-4-(((4-(2,6-dimethylmorpholino)-2-methylphenyl)amino)methyl)cyclohexyl)carbamate CC1OC(CN(C1)C1=CC(=C(C=C1)NCC1CCC(CC1)NC(OC(C)(C)C)=O)C)C